CC1=CC=C(C=C1)S(=O)(=O)OCCOCCOC1=C(C=C(C=C1C#N)C(C)(C1=CC=C(C=C1)C=1C=C2C=NC(=NC2=CC1)SC)C)Cl 2-[2-[2-chloro-6-cyano-4-[1-methyl-1-[4-(2-methylsulfanylquinazolin-6-yl)phenyl]ethyl]phenoxy]ethoxy]ethyl 4-methylbenzenesulfonate